C1CC12CCN(CC2)C=2C=C(C=CC2N2N=NC(=C2)C2=NC(=NC(=C2)OC2COCC2)N2CCC(CC2)(F)F)NS(=O)(=O)CCO N-(3-{6-azaspiro[2.5]octane-6-yl}-4-{4-[2-(4,4-difluoropiperidin-1-yl)-6-(oxolane-3-oxy)pyrimidin-4-yl]-1H-1,2,3-triazol-1-yl}phenyl)-2-hydroxyethane-1-sulfonamide